ClC=1C=CC(=C(C1)C1=C2C(=NC(=C1)C)C(=CS2)C(=O)OC)OCCN2C(=NC=1CCC(CC1C2=O)N(C)C)C methyl 7-[5-chloranyl-2-[2-[6-[di(methyl)amino]-2-methyl-4-oxidanylidene-5,6,7,8-tetrahydroquinazolin-3-yl]ethoxy]phenyl]-5-methyl-thieno[3,2-b]pyridine-3-carboxylate